C1(CCC1)OC1=CC=C2C(NN=C(C2=C1)CC=1C=CC(=C(C(=O)NC2CN(C2)C2=NC=C(C=N2)C(F)(F)F)C1)F)=O 5-((7-Cyclobutoxy-4-oxo-3,4-dihydrophthalazin-1-yl)methyl)-2-fluoro-N-(1-(5-(trifluoromethyl)pyrimidin-2-yl)azetidin-3-yl)benzamide